ClC1=C2C(=C(N=N1)NC1CN(CCC1)C)C=NC(=C2)OC 1-chloro-7-methoxy-N-(1-methylpiperidin-3-yl)pyrido[3,4-d]pyridazin-4-amine